N-([1,1'-biphenyl]-3-yl-2',3',4',5',6'-d5)-2,4,4''-tri-tert-butyl-[1,1':3',1''-terphenyl]-2'-amine C1(=CC(=CC=C1)NC1=C(C=CC=C1C1=CC=C(C=C1)C(C)(C)C)C1=C(C=C(C=C1)C(C)(C)C)C(C)(C)C)C1=C(C(=C(C(=C1[2H])[2H])[2H])[2H])[2H]